di-tert-butyl (S)-5-(2-(4-(5-chloro-2-(1H-tetrazol-1-yl) phenyl)-2,3-dioxopiperazin-1-yl)-3-(4-(4-isopropyl-2-oxopiperazin-1-yl) phenyl) propionylamino)-1H-indole-1,2-dicarboxylate ClC=1C=CC(=C(C1)N1C(C(N(CC1)[C@H](C(=O)NC=1C=C2C=C(N(C2=CC1)C(=O)OC(C)(C)C)C(=O)OC(C)(C)C)CC1=CC=C(C=C1)N1C(CN(CC1)C(C)C)=O)=O)=O)N1N=NN=C1